O1CCC2=C1C=C(C=C2)C2=CC(=C(N=N2)NC2C[C@@H]1[C@@H](CN(C1)C([2H])([2H])C1CCOCC1)C2)C(F)(F)F (3aR,5s,6aS)-N-(6-(2,3-dihydro-benzofuran-6-yl)-4-(trifluoro-methyl)pyridazin-3-yl)-2-((tetrahydro-2H-pyran-4-yl)methyl-d2)octahydro-cyclopenta[c]pyrrol-5-amine